C(C)C1C2C(OC1)CCC1C(CCCC12C)(C)C α-ethyl-6,6,9a-trimethyldodecahydronaphtho[2,1-b]furan